BrC=1C=C(C=C2C([C@H](COC12)CC1=CC(=C(C=C1)Cl)Cl)=O)CN1/C(/OC=C1)=N\C(OCCCC)=O butyl (S,E)-(3-((8-bromo-3-(3,4-dichlorobenzyl)-4-oxochroman-6-yl)methyl)oxazol-2(3H)-ylidene)carbamate